ClC1=NC=C(C(=N1)NN)I 2-Chloro-4-hydrazino-5-iodopyrimidine